2-chloro-4-[2-(5-oxopyrrolidin-3-yl)ethynyl]benzoic acid methyl ester COC(C1=C(C=C(C=C1)C#CC1CNC(C1)=O)Cl)=O